(2S,3S)-decane-2,3-diol C[C@@H]([C@H](CCCCCCC)O)O